ClC1=C(N(C2=CC=CC=C12)C)Cl dichloro-1-methyl-1H-indole